ClC1=CC=C(C=C1)[C@@]12OC3=C([C@@]1([C@@H](C[C@H]2C2=CC=CC=C2)O)O)C(=CC(=C3)OC)OC (1R,3S,3aR,8bS)-3a-(4-chlorophenyl)-6,8-dimethoxy-3-phenyl-1,2,3,3a-tetrahydro-8bH-cyclopenta[b]benzofuran-1,8b-diol